BrC1=CC=CC(=N1)NC(=O)[C@H]1NC2CC2(C1)COC (3S)-N-(6-bromopyridin-2-yl)-5-(methoxymethyl)-2-azabicyclo[3.1.0]hexane-3-carboxamide